N-(4,4-difluorocyclohexyl)-2-(3,5-dimethyl-1H-pyrazol-1-yl)-6-(1-morpholinoethyl)pyrimidin-4-amine FC1(CCC(CC1)NC1=NC(=NC(=C1)C(C)N1CCOCC1)N1N=C(C=C1C)C)F